CC(COC1=NC=CN=C1)(C)OC1OCCCC1 2-[2-methyl-2-(oxan-2-yloxy)propoxy]pyrazine